1-bromo-2-chloro-3-vinyl-benzene BrC1=C(C(=CC=C1)C=C)Cl